C(C)C1(CC2=CC=CC=C2C1)C=1N=CN(C1)C(N(C)C)=S 4-(2-ethylindan-2-yl)-N,N-dimethyl-1H-imidazole-1-carbothioamide